ClC1=NC(=NC=C1)NC1CCC(CC1)OC1=C2C=C(C=NC2=CC(=N1)N1CCOCC1)NS(=O)(=O)C N-[5-[4-[(4-chloropyrimidin-2-yl)amino]cyclohexoxy]-7-morpholino-1,6-naphthyridin-3-yl]methanesulfonamide